1,1,1-triacetoxy-1,3-dihydro-1λ5-benzo[d][1,2]iodoxol-3-one C(C)(=O)OI1(OC(C2=C1C=CC=C2)=O)(OC(C)=O)OC(C)=O